COC(=O)C=1SC(=CC1O)Cl.ClC=1C=CC(=C(CN(C(=O)C=2OC3=C(C2)C=CC=C3)C3CC2=CC=C(C=C2C3)S(=O)(=O)NCC(C)C)C1)OCCOC N-(5-chloro-2-(2-methoxyethoxy)benzyl)-N-(5-(N-isobutylaminosulfonyl)-2,3-dihydro-1H-inden-2-yl)benzofuran-2-carboxamide methyl-5-chloro-3-hydroxythiophene-2-carboxylate